S1C=NC2=C1C=CC=C2C2CC(C2)O (1s,3s)-3-(benzo[d]thiazol-4-yl)cyclobutan-1-ol